2-(4-(((6-(cyclopropyl(4-(trifluoromethyl)benzyl)amino)-5-fluoropyrimidin-4-yl)amino)methyl)-3,4-dihydroxypiperidin-1-yl)acetamide C1(CC1)N(C1=C(C(=NC=N1)NCC1(C(CN(CC1)CC(=O)N)O)O)F)CC1=CC=C(C=C1)C(F)(F)F